C(C)(C)(C)C1=NOC(=N1)C(=O)NCC1=C(C(=C(C=C1)C1=CC(=NC=C1)NC(=O)C1CC1)F)C(F)(F)F 3-(tert-butyl)-N-(4-(2-(cyclopropanecarboxamido)pyridin-4-yl)-3-fluoro-2-(trifluoromethyl)benzyl)-1,2,4-oxadiazole-5-carboxamide